C(=O)(O)C(=O)O.[Fe+2] ferrous dihydrooxalate